3-isothiocyanatopropan-1-amine N(=C=S)CCCN